FC(C1=CC=C(C=C1)N1C(C=2C(C1=O)=CC=CC2)=O)(F)F N-(4-trifluoromethyl-phenyl)phthalimide